2-(4-((Isopropylamino)methyl)phenyl)propanoic acid C(C)(C)NCC1=CC=C(C=C1)C(C(=O)O)C